O1C(=NN=C1)C=1N=C2N(C=3N=C(C=C(C3C=C2)C2=CC=C(C=C2)CO)C(F)(F)F)C1 (4-(8-(1,3,4-oxadiazol-2-yl)-2-(trifluoromethyl)imidazo[1,2-a][1,8]naphthyridin-4-yl)phenyl)methanol